2-Chloro-7-trifluoromethylthio-xanthon ClC1=CC=2C(C3=CC(=CC=C3OC2C=C1)SC(F)(F)F)=O